FC(OC1=C(C(=NN1C)C(F)(F)F)CSC1=NOC(C1)(C)C)F 3-({[5-(difluoromethoxy)-1-methyl-3-(trifluoromethyl)-1H-pyrazol-4-yl]methyl}sulfanyl)-5,5-dimethyl-4,5-dihydro-1,2-oxazole